CN1N=C(C(=C1)C1=CC=C(C=C1)C1CN(C1)C(=O)N1C[C@H](CC1)C1=NN=CN1)C(F)(F)F [3-[4-[1-Methyl-3-(trifluoromethyl)pyrazol-4-yl]phenyl]azetidin-1-yl]-[(3S)-3-(4H-1,2,4-triazol-3-yl)pyrrolidin-1-yl]methanone